benzyl ((S)-((1s,4R)-4-fluorocyclohexyl)(5-((S)-2-methoxy-1-((S)-2-oxo-4-(trifluoro-methyl)imidazolidin-1-yl)ethyl)benzo[d]oxazol-2-yl)methyl)carbamate FC1CCC(CC1)[C@@H](C=1OC2=C(N1)C=C(C=C2)[C@@H](COC)N2C(N[C@@H](C2)C(F)(F)F)=O)NC(OCC2=CC=CC=C2)=O